tetra-glycidyl-methylene-dianiline C(C1CO1)C1=C(C(=C(N(CNC2=CC=CC=C2)CC2CO2)C=C1)CC1CO1)CC1CO1